FC1(CC(C1)CCC(=O)NC1(CC1)C1=CC(=NC=C1)OCC(F)(F)F)F 3-(3,3-difluorocyclobutyl)-N-{1-[2-(2,2,2-trifluoroethoxy)pyridin-4-yl]cyclopropyl}propanamide